4-fluoro-4-methyl-4,5-dihydrobenzol FC1(C=CC=CC1)C